1-(4-fluorophenyl)-4-methyl-2-oxo-1,2-dihydropyridine-3-carboxylic acid methyl ester COC(=O)C=1C(N(C=CC1C)C1=CC=C(C=C1)F)=O